(9S)-7-[4-(2,8-diazaspiro[4.5]decan-8-yl)phenyl]-4,5,9,13-tetramethyl-3-thia-1,8,11,12-tetrazatricyclo[8.3.0.02,6]trideca-2(6),4,7,10,12-pentaene C1NCCC12CCN(CC2)C2=CC=C(C=C2)C=2C=1C(=C(SC1N1C(=NN=C1[C@@H](N2)C)C)C)C